N-(2-hydroxyethyl)-2-aminoethanesulfonic acid sodium [Na].OCCNCCS(=O)(=O)O